5-(((4-(3-chloro-4-(2-chloro-3-((3-fluoro-4-((3-hydroxypyrrolidin-1-yl)methyl)pyridin-2-yl)amino)phenyl)pyridin-2-yl)-2-methoxybenzyl)amino)methyl)pyrrolidin-2-one ClC=1C(=NC=CC1C1=C(C(=CC=C1)NC1=NC=CC(=C1F)CN1CC(CC1)O)Cl)C1=CC(=C(CNCC2CCC(N2)=O)C=C1)OC